CN1N=C(C=C1NC(=O)[C@H]1CC[C@H]2[C@@H]3CC[C@@H]4C[C@@](CC[C@@]4([C@H]3CC[C@]12C)CC)(O)COCC)C (3R,5R,8S,9S,10S,13S,14S,17S)-N-(1,3-dimethyl-1H-pyrazol-5-yl)-3-(ethoxymethyl)-10-ethyl-3-hydroxy-13-methylhexadecahydro-1H-cyclopenta[a]phenanthrene-17-carboxamide